C(C1=CC=CC=C1)N(N)C(=O)OC(C)(C)C tert-Butyl 1-benzylhydrazine-1-carboxylate